1-(Benzo[d][1,3]dioxazole-5-carbonyl)-3-((methylthio)methyl)cyclobutane-1-carboxylic acid benzyl ester C(C1=CC=CC=C1)OC(=O)C1(CC(C1)CSC)C(=O)C1=CC2=C(ONO2)C=C1